methoxy(triethenoxy)propyltrimethoxysilane COCO[Si](OC)(OC)CCC(OC=C)(OC=C)OC=C